C(C)(C)(C)N1CC(O[Si]12OC(CN2C(C)(C)C)C2=CC=CC=C2)C2=CC=CC=C2 4,9-di-tert-butyl-2,7-diphenyl-1,6-dioxa-4,9-diaza-5-sila-spiro[4.4]Nonane